(4-benzyl-1,4,7-triazecane-1,7-diylbis[methylene(2-hydroxy-5-methyl-3,1-phenylene)methyleneazanediyl])di(ethane-1,2-diol) C(C1=CC=CC=C1)N1CCN(CCCN(CC1)CC=1C(=C(C=C(C1)C)CNC(CO)O)O)CC=1C(=C(C=C(C1)C)CNC(CO)O)O